Cl.FC(C=1C(=C(C=CC1)[C@@H](C#C)N)C)F (R)-1-(3-(difluoromethyl)-2-methylphenyl)prop-2-yn-1-amine hydrochloride